2-Fluoro-N-(2-methoxy-5-(4-(piperazin-1-yl)pyrido[3,2-d]pyrimidin-6-yl)pyridin-3-yl)benzenesulfonamide trifluoroacetate FC(C(=O)O)(F)F.FC1=C(C=CC=C1)S(=O)(=O)NC=1C(=NC=C(C1)C=1C=CC=2N=CN=C(C2N1)N1CCNCC1)OC